2-cyano-2,3-diisopropylsuccinate C(#N)C(C(=O)[O-])(C(C(=O)[O-])C(C)C)C(C)C